1,3-bis(trimethylsilyl)thiourea C[Si](NC(=S)N[Si](C)(C)C)(C)C